6-Chloro-N-(2,5-difluoro-6-methoxypyridin-3-yl)-1H-indol-3-sulfonamid ClC1=CC=C2C(=CNC2=C1)S(=O)(=O)NC=1C(=NC(=C(C1)F)OC)F